C1(CC1)C(=O)N1[C@H](CCC1)/C=C/S(=O)(=O)NC(NC1=C2CCCC2=CC=2CCCC12)=O (R,E)-2-(1-(Cyclopropancarbonyl)pyrrolidin-2-yl)-N-((1,2,3,5,6,7-hexahydro-s-indacen-4-yl)carbamoyl)ethen-1-sulfonamid